C(=C)P(O)(O)=O.ClC=1C=C(C=CC1)CC(C1CC1)NC[C@H](COC1=CC=C(C=C1)S(=O)(=O)C)O (2R)-1-((2-(3-chlorophenyl)-1-cyclopropylethyl)amino)-3-(4-(methylsulfonyl)phenoxy)propan-2-ol E-vinyl-phosphonate